3,6-bis(4-aminophenoxy)benzonorbornane NC1=CC=C(OC2C3C4=C(C2CC3)C=C(C=C4)OC4=CC=C(C=C4)N)C=C1